C[C@H]1N(C[C@@H](N(C1)C1=NC=C(N=C1)C(F)(F)F)C)C(=O)OC1CC2(CN(C2)CC2=CC=NC=C2)C1 2-(pyridin-4-ylmethyl)-2-azaspiro[3.3]heptan-6-yl (2R,5S)-2,5-dimethyl-4-[5-(trifluoromethyl)pyrazin-2-yl]piperazine-1-carboxylate